2-[2-[tert-butyl-(dimethyl)silyl]oxyethyl]-5-(methoxymethyl)pyrazole-3-carboxylic acid ethyl ester C(C)OC(=O)C=1N(N=C(C1)COC)CCO[Si](C)(C)C(C)(C)C